C(C)(=O)NS(=O)(=O)C1=CC=C(C=C1)N1N=NC(=C1)C=1C=C(C=CC1)C=1N=NN(C1)C1=CC=C(C=C1)S(=O)(=O)NC(C)=O N-{4-[4-(3-{1-[4-(acetamido-sulfonyl)phenyl]-1H-1,2,3-triazol-4-yl}phenyl)-1H-1,2,3-triazol-1-yl]benzenesulfonyl}-acetamide